(7R)-2-{2-[1-(cyclopropylmethyl)-1H-pyrrolo[2,3-b]pyridin-2-yl]-7-methoxy-1-[(2H-1,2,3-triazol-4-yl)methyl]-1H-1,3-benzodiazole-5-carbonyl}-2-azabicyclo[2.2.1]heptan-7-amine C1(CC1)CN1C(=CC=2C1=NC=CC2)C2=NC1=C(N2CC2=NNN=C2)C(=CC(=C1)C(=O)N1C2CCC(C1)[C@H]2N)OC